C(C)(C)(C)OC(=O)N1CC2=CC=CC=C2C(C1)N(CC(=O)O)C(C(C)(C)C)=O 2-[(2-tert-Butoxycarbonyl-3,4-dihydro-1H-isoquinolin-4-yl)-(2,2-dimethylpropanoyl)amino]acetic Acid